C(C)OC1=CC=C(C=N1)C1=NC=C(C=C1C=1N=NNN1)[N+](=O)[O-] 6'-ethoxy-5-nitro-3-(2H-tetrazol-5-yl)-2,3'-bipyridyl